C(CCC)NCC1(CN(C1)C(=O)C1=C(C(=C(C=C1)F)F)NC1=C(C=C(C=C1)I)F)O 3-[(butylamino)methyl]-1-({3,4-difluoro-2-[(2-fluoro-4-iodophenyl)amino]Phenyl}carbonyl)azetidin-3-ol